C12NCC(CC1)[C@H]2NC(OC(C)(C)C)=O tert-Butyl ((7R)-2-azabicyclo[2.2.1]heptan-7-yl)carbamate